8-chloro-5-fluoro-2-(5-methyl-1H-pyrazol-3-yl)isoquinolin-1(2H)-one ClC=1C=CC(=C2C=CN(C(C12)=O)C1=NNC(=C1)C)F